1,2-diphenylethane-1,2-diyldicarbamic acid C1(=CC=CC=C1)C(C(NC(O)=O)C1=CC=CC=C1)NC(O)=O